C(CCCCCCC)OPOCCCCCCCC Dioctyloxyphosphine